4-(3-(3,5-dichlorophenyl)-4,4,4-trifluorobut-2-enoyl)-2-methyl-N-(2-oxo-2-((2,2,2-trifluoroethyl)amino)ethyl)benzamide ClC=1C=C(C=C(C1)Cl)C(=CC(=O)C1=CC(=C(C(=O)NCC(NCC(F)(F)F)=O)C=C1)C)C(F)(F)F